OC1N(CC2(CC2)C1)C(=O)OC(C)(C)C tert-butyl 6-hydroxy-5-azaspiro[2.4]heptane-5-carboxylate